(S)-5-((R)-2-hydroxy-4-methylpentanoyl)-N-((R)-3-oxo-1-((R)-2-oxopyrrolidin-3-yl)-4-(trifluoromethoxy)butan-2-yl)-5-azaspiro[2.4]heptane-6-carboxamide O[C@@H](C(=O)N1CC2(CC2)C[C@H]1C(=O)N[C@H](C[C@@H]1C(NCC1)=O)C(COC(F)(F)F)=O)CC(C)C